The molecule is a pyrimidine nucleoside 5'-monophosphate(2-) that results from the removal of two protons from the phosphate group of UMP. It has a role as a human metabolite and a Saccharomyces cerevisiae metabolite. It is a pyrimidine ribonucleoside 5'-monophosphate(2-), a pyrimidine ribonucleotide, a pyrimidine ribonucleoside monophosphate and a ribonucleoside 5'-monophosphate. It is a conjugate base of a uridine 5'-monophosphate. C1=CN(C(=O)NC1=O)[C@H]2[C@@H]([C@@H]([C@H](O2)COP(=O)([O-])[O-])O)O